The molecule is an indene that is (3aS,7aR)-2,3,3a,4,5,7a-hexahydro-1H-indene which is substituted at the 2-pro-R position by a 1H-pyrrol-2-ylcarbonyl group, at the 9-pro-S position by an ethyl group, and at the 5-pro-R position by a hexa-1,3-dineyl group in which position 4 has been substituted by a (2R,3S,6R)-6-[(1R)-1-carboxyethyl]-3-methyltetrahydropyran-2-yl group. It exhibits activity against Gram-positive bacteria as well as antihypertensive and antitumour. It also functions as an effective growth promoter for ruminants. It has a role as a bacterial metabolite, an antibacterial agent, an antineoplastic agent, an animal growth promotant, an ionophore, an antihypertensive agent and an insecticide. It is a member of oxanes, an indene, an aromatic ketone and a monocarboxylic acid. CC[C@H]1CC[C@@H]2[C@@H]1C=C[C@H]([C@H]2C(=O)C3=CC=CN3)/C=C/C=C(\\CC)/[C@H]4[C@H](CC[C@@H](O4)[C@@H](C)C(=O)O)C